NC1=NC2=CC=C(C=C2C=C1C)C(=O)N(CC1=NC=C(C=C1)C(F)(F)F)[C@@H](C)CC(C)C 2-amino-3-methyl-N-((2S)-4-methyl-2-pentanyl)-N-((5-(trifluoromethyl)-2-pyridinyl)methyl)-6-quinolinecarboxamide